OC=1C=C(C=C(C1)O)C#CC1=CC=CC=C1 3,5-dihydroxytolan